FC(C(C(C(C(C(C(S(=O)(=O)O)(F)F)(F)F)(F)F)(F)F)(F)F)(F)F)C tridecafluorooctane-sulfonic acid